C([C@H]([C@@H](COP(=O)([O-])[O-])O)O)C(=O)C(=O)[O-] The molecule is an organophosphate oxoanion that is a trianion obtained via deprotonation of the carboxy and phosphate OH groups of 6-phospho-2-dehydro-3-deoxy-D-galactonic acid; major species at pH 7.3. It is an organophosphate oxoanion, a carbohydrate acid derivative anion and a monocarboxylic acid anion. It is a conjugate base of a 6-phospho-2-dehydro-3-deoxy-D-galactonic acid.